6-methyl-1,4-dihydropyrimidine-5-carboxamide CC1=C(CN=CN1)C(=O)N